N1(CCCC2=NC=CC=C12)C1=NN(C2=NC(=CN=C21)N2CCC(CC2)(CO)CNC(OC(C)(C)C)=O)C2OCCCC2 tert-butyl ((1-(3-(3,4-dihydro-1,5-naphthyridin-1(2H)-yl)-1-(tetrahydro-2H-pyran-2-yl)-1H-pyrazolo[3,4-b]pyrazin-6-yl)-4-(hydroxymethyl)piperidin-4-yl)methyl)carbamate